(1r,3r)-3-((4-(2,6-dioxopiperidin-3-yl)-3,5-difluorophenyl)(methyl)amino)cyclobutane-1-carboxylic acid O=C1NC(CC[C@@H]1C1=C(C=C(C=C1F)N(C1CC(C1)C(=O)O)C)F)=O